FC(C(=O)O)(F)F.FC1(CN(CC1)C1=CC(=CC(=N1)NC=1C=C(C#N)C=CN1)C1CCNCC1)F 2-((6-(3,3-Difluoropyrrolidin-1-yl)-4-(piperidin-4-yl)pyridin-2-yl)amino)isonicotinonitrile trifluoroacetic acid salt